FC(OC1=CC(=C(C=C1)N1C(N([C@H](C1)C#N)C1=CN=CC2=CC=CC=C12)=O)F)F |r| Racemic-1-(4-(difluoromethoxy)-2-fluorophenyl)-3-(isoquinolin-4-yl)-2-oxoimidazolidine-4-carbonitrile